tert-butyl (R)-2-(((benzyloxy)carbonyl)amino)-6-((methylsulfonyl)oxy)-hexanoate C(C1=CC=CC=C1)OC(=O)N[C@@H](C(=O)OC(C)(C)C)CCCCOS(=O)(=O)C